4-Amino-N-(6-methyl-1-(4-(trifluoromethyl)benzyl)isoquinolin-5-yl)thieno[3,2-d]pyrimidine NC=1C2=C(N(CN1)C1=C3C=CN=C(C3=CC=C1C)CC1=CC=C(C=C1)C(F)(F)F)C=CS2